C(CC(C)C)C=1N=NN(C1)C1=C(C2=C(N=C1)SC(=C2)C2=CC=NC=C2)NC(C)C 5-(4-Isopentyl-1H-1,2,3-triazol-1-yl)-N-isopropyl-2-(pyridin-4-yl)thieno[2,3-b]pyridin-4-amin